2-((S)-1-acryloyl-4-((R)-4-chloro-2,3-difluoro-2'-(((S)-1-methylpyrrolidin-2-yl)methoxy)-5',8'-dihydro-6'H-spiro[inden-1,7'-quinazolin]-4'-yl)piperazin-2-yl)acetonitrile C(C=C)(=O)N1[C@H](CN(CC1)C1=NC(=NC=2C[C@@]3(CCC12)C(=C(C1=C(C=CC=C13)Cl)F)F)OC[C@H]1N(CCC1)C)CC#N